FC1(CCN(CCC1=O)C(=O)OC(C)(C)C)F tert-butyl 4,4-difluoro-5-oxoazepane-1-carboxylate